heptaneic acid C(CCCCCC)(=O)O